4-[2-(4-Fluoro-phenyl)-4-oxo-thiazolidin-3-yl]-3-methyl-benzoic acid propyl ester C(CC)OC(C1=CC(=C(C=C1)N1C(SCC1=O)C1=CC=C(C=C1)F)C)=O